4-[(cyclopropylamino)methyl]piperidine-1-carboxylic acid tert-butyl ester C(C)(C)(C)OC(=O)N1CCC(CC1)CNC1CC1